(R)-8-cyclopentyl-7-ethyl-2-((2-methoxy-4-(5-((3-methylpiperazin-1-yl)methyl)-1,3,4-oxadiazol-2-yl)phenyl)amino)-5-methyl-7,8-dihydropteridin-6(5H)-one C1(CCCC1)N1[C@@H](C(N(C=2C=NC(=NC12)NC1=C(C=C(C=C1)C=1OC(=NN1)CN1CC(NCC1)C)OC)C)=O)CC